2-(3-chloro-4-(2-(2-methylbiphenyl-3-yl)vinyl)benzylamino)-3-hydroxypropionamide ClC=1C=C(CNC(C(=O)N)CO)C=CC1C=CC=1C(=C(C=CC1)C1=CC=CC=C1)C